NC=1C=C(C=C(C1)C(F)(F)F)[C@@H](C)NC1=NN=C(C=2C=C3C(=CC12)N(C(N3C)=O)C)C 5-[[(1R)-1-[3-amino-5-(trifluoromethyl)phenyl]ethyl]amino]-1,3,8-trimethyl-imidazo[4,5-g]phthalazin-2-one